ClC=1C(=C(C=CC1)C(CC(=O)C=1C=NC(=CC1)Cl)=O)O 1-(3-chloro-2-hydroxy-phenyl)-3-(6-chloro-3-pyridinyl)propane-1,3-dione